(S)-quinuclidin-3-yl (5-(4-cyclopropylphenyl)-6-fluoro-2,2-dimethyl-2,3-dihydro-1H-inden-1-yl)carbamat C1(CC1)C1=CC=C(C=C1)C=1C=C2CC(C(C2=CC1F)NC(O[C@@H]1CN2CCC1CC2)=O)(C)C